N1(CCCCC1)CCCCC#CC=1C=C(C=C2C(=NNC12)N)C1=C2C(=NC=C1)NC=C2 7-(6-(piperidin-1-yl)hex-1-yn-1-yl)-5-(1H-pyrrolo[2,3-b]pyridin-4-yl)-1H-indazol-3-amine